CC1=C(N=NN1)C(=O)OC methyl 5-methyl-1H-1,2,3-triazole-4-carboxylate